C1(CC1)C1=CN(C=2N=NC(=CC21)C2=C(C=C(C=C2C)C(F)(F)F)O)C2CC(C2)(C)O 2-[5-cyclopropyl-7-(cis-3-hydroxy-3-methylcyclobutyl)-7H-pyrrolo[2,3-c]pyridazin-3-yl]-3-methyl-5-(trifluoromethyl)phenol